N-(4-(4-amino-7-cyano-3-(4-(cyclopentyloxy)phenyl)-1-methyl-1H-pyrrolo[3,2-c]pyridin-2-yl)phenyl)acrylamide ethyl-5-ureidooxazole-4-carboxylate C(C)OC(=O)C=1N=COC1NC(=O)N.NC1=NC=C(C2=C1C(=C(N2C)C2=CC=C(C=C2)NC(C=C)=O)C2=CC=C(C=C2)OC2CCCC2)C#N